CN1S(CCC1C(=O)O)(=O)=O 2-Methyl-1,1-dioxo-1,2-thiazolidine-3-carboxylic acid